FC1=C(C=C(C=C1)OC=1C=NC(=CC1)C)[C@H](C)N[S@](=O)C(C)(C)C (R)-N-((S)-1-(2-Fluoro-5-((6-methylpyridin-3-yl)oxy)phenyl)ethyl)-2-methylpropane-2-sulfinamide